COC(C(C=1C(=NC=CC1)C1OCCCC1)Br)=O 2-bromo-2-(2-(tetrahydro-2H-pyran-2-yl)pyridin-3-yl)acetic acid methyl ester